FC1(OC2=C(O1)C=CC(=C2)[C@H](C)OC=2C=C(C=CC2)N2N=C(C=1CCCC(C21)OC21CC(C2)(C1)C(=O)O)C(F)(F)F)F 3-[[1-[3-[(1S)-1-(2,2-difluoro-1,3-benzodioxol-5-yl)ethoxy]phenyl]-3-(trifluoromethyl)-4,5,6,7-tetrahydroindazol-7-yl]oxy]bicyclo[1.1.1]pentane-1-carboxylic acid